4-((4-(2-morpholinoethoxy)phenyl)amino)-2-phenylpyrimidino[4,5-d]pyridazin-5(6H)-one O1CCN(CC1)CCOC1=CC=C(C=C1)NC1=NC(=NC=2C=NNC(C21)=O)C2=CC=CC=C2